(3-bromo-5-(methylsulfonylamino)phenyl)-1-methyl-5-(3-methylpyridin-2-yl)-1H-pyrrole-3-carboxamide BrC=1C=C(C=C(C1)NS(=O)(=O)C)C=1N(C(=CC1C(=O)N)C1=NC=CC=C1C)C